4-((S)-4-acryloyl-3-(cyanomethyl)piperazin-1-yl)-7-(5-amino-2-(trifluoromethyl)phenyl)-2-(((S)-1-methylpyrrolidin-2-yl)methoxy)quinazoline-6-carbonitrile C(C=C)(=O)N1[C@H](CN(CC1)C1=NC(=NC2=CC(=C(C=C12)C#N)C1=C(C=CC(=C1)N)C(F)(F)F)OC[C@H]1N(CCC1)C)CC#N